CC1=C(C(=CC(=C1)OC(C)(C)C)CC)O 2-methyl-6-ethyl-4-tert-butoxyphenol